(2-hydroxyethylsulfonamido)-2-(6-isopropyl-3,6-diazabicyclo[3.1.1]heptan-3-yl)benzamide OCCS(=O)(=O)NC=1C(=C(C(=O)N)C=CC1)N1CC2N(C(C1)C2)C(C)C